OC1=CC=C(C(=O)C2=C(C=CC(=C2N2CCCC2)[N+](=O)[O-])S(=O)(=O)NN)C=C1 (4-hydroxybenzoyl)-4-nitro-3-(pyrrolidin-1-yl)benzenesulfonohydrazide